BrC=1C=C(OC2=CC=C(C=C2)S(=O)(=O)O)C=C(C1)Br 4-(3,5-dibromophenoxy)benzenesulfonic acid